O1C(C=CC=C1C(=O)O)C(=O)O pyran-2,6-dicarboxylic acid